1-{4-(trifluoromethyl)phenoxy}isoquinoline-4-carbonitrile FC(C1=CC=C(OC2=NC=C(C3=CC=CC=C23)C#N)C=C1)(F)F